C(C)(C)(C)OC(=O)N[C@@H]1[C@H](CC=C(C1)C(=O)OCC)F Ethyl (4S,5S)-5-((tert-butoxycarbonyl)amino)-4-fluorocyclohex-1-ene-1-carboxylate